1-bromo-5,6,7,8-tetrahydronaphthalen-2-ol BrC1=C(C=CC=2CCCCC12)O